2,6-Dimethyl-4-nitrophenol CC1=C(C(=CC(=C1)[N+](=O)[O-])C)O